tert-butyl-(S)-4-((1-(3-(2,6-bis(benzyloxy)pyridin-3-yl)-1-methyl-1H-indazol-6-yl)piperidin-4-yl)methyl)-3-(hydroxymethyl)piperazine-1-carboxylate C(C)(C)(C)OC(=O)N1C[C@H](N(CC1)CC1CCN(CC1)C1=CC=C2C(=NN(C2=C1)C)C=1C(=NC(=CC1)OCC1=CC=CC=C1)OCC1=CC=CC=C1)CO